C(C=C)C=1C=C(C(=C(C#N)C1)C(C)(C)O)C1=CC2=C(NC=N2)C=C1 5-allyl-2-(2-hydroxypropan-2-yl)-3-(1H-benzimidazol-5-yl)benzonitrile